rel-N-(6-Amino-5-ethyl-3-pyridyl)-2-[(2S,4R,5S)-2-(1,3-benzothiazol-5-yl)-4-methoxy-5-methyl-1-piperidyl]-2-oxo-acetamide NC1=C(C=C(C=N1)NC(C(=O)N1[C@@H](C[C@H]([C@H](C1)C)OC)C=1C=CC2=C(N=CS2)C1)=O)CC |o1:12,14,15|